C(C)C=1C=CC(=NC1)CCOC1N(C(C2=CC=C(C=C2C1)OC)=O)CC1=CC(=CC(=C1)NC(CCl)=O)C(F)(F)F [2-(5-ethylpyridin-2-yl)ethoxy]-6-methoxy-2-[3-trifluoromethyl-5-(2-chloroacetamido)-benzyl]-3,4-dihydroisoquinolin-1(2H)-one